FC1(COC1)CN1C=NC2=C1C=C(C=C2)C(=O)O 1-[(3-fluorooxetan-3-yl)methyl]-1H-1,3-benzodiazole-6-carboxylic acid